C(C)OC(=O)C=1N=C(C2=C(N1)NC=C2)N[C@H]2CN(CCC2)C(=O)OC(C)(C)C (R)-4-((1-(tert-butoxycarbonyl)piperidin-3-yl)amino)-7H-pyrrolo[2,3-d]pyrimidinecarboxylic acid ethyl ester